FC=1C(=C(C(=O)NC)C=CC1)S 3-fluoro-N-methyl-2-Mercaptobenzamide